ClC1=CC=C2C3(C(NC2=C1)=O)C1(N([C@H]([C@@H]3C3=C(C(=CC=C3)Cl)F)C(=O)NC32CCC(CC3)(CC2)C(=O)O)CC)CCCCC1 4-((3R,4'S,5'R)-6''-Chloro-4'-(3-chloro-2-fluorophenyl)-1'-ethyl-2''-oxodispiro[cyclohexane-1,2'-pyrrolidine-3',3''-indoline]-5'-carboxamido)bicyclo[2.2.2]octane-1-carboxylic Acid